methyl 2-(3-(N,N-bis(4-methoxybenzyl) sulfamoyl)-1H-pyrazolo[3,4-B]pyridin-1-yl)-2-methylpropionate COC1=CC=C(CN(S(=O)(=O)C2=NN(C3=NC=CC=C32)C(C(=O)OC)(C)C)CC3=CC=C(C=C3)OC)C=C1